(E)-methyl 2-(3-bromo-2-methyl-phenyl)-3-methoxy-prop-2-enoate BrC=1C(=C(C=CC1)/C(/C(=O)OC)=C\OC)C